BrC1=CC=CC=2NC(COC21)=O 8-bromo-3,4-dihydro-2H-1,4-benzoxazin-3-one